C(C)(C)(C)C1=CC=C(C=C1)C=1C=2N(C=C(N1)C(=O)O)C=NC2 8-(4-(tert-Butyl)phenyl)imidazo[1,5-a]pyrazine-6-carboxylic acid